4-FORMYL-4-METHYL-TETRAHYDROPYRAN C(=O)C1(CCOCC1)C